behenyl-lactic acid C(CCCCCCCCCCCCCCCCCCCCC)C(C(=O)O)(O)C